5-(2-(4-fluoro-3-hydroxy-5-methylphenylamino)-5-methylpyrimidin-4-ylamino)benzo[d]oxazol-2(3H)-one trifluoroacetate salt FC(C(=O)O)(F)F.FC1=C(C=C(C=C1C)NC1=NC=C(C(=N1)NC=1C=CC2=C(NC(O2)=O)C1)C)O